carbonate compound with water O.C(O)(O)=O